FC1=CC=C(C=C1)C=1C=C(C=C2C(N(C=3N(C12)[C@@H](CN3)C)CC=3C=NN(C3)C)=O)S(=O)(=O)NC3(CC3)C (R)-9-(4-fluorophenyl)-1-meth-yl-4-((1-methyl-1H-pyrazol-4-yl)methyl)-N-(1-methylcyclopropyl)-5-oxo-1,2,4,5-tetra-hydroimidazo[1,2-a]quinazoline-7-sulfonamide